FC1=C(C=CC(=C1C(=O)C1=NNC2=NC=C(C=C21)C2=CC(=CC=C2)O)F)NS(=O)(=O)CCC N-(2,4-difluoro-3-(5-(3-hydroxyphenyl)-1H-pyrazolo[3,4-b]pyridine-3-carbonyl)phenyl)propane-1-sulfonamide